ClC1=C(N=C(S1)OC[C@H](C)N(S(=O)(=O)C(F)(F)F)COC)C(=O)NC1CC1 5-chloro-N-cyclopropyl-2-[(2S)-2-[methoxymethyl(trifluoromethylsulfonyl)amino]propoxy]thiazole-4-carboxamide